C(N)(=O)C=1N=C(NC1)C(=O)N carbamoyl-(ImidazoleCarboxamide)